5-bromo-2-cyanophenyl 3-deoxy-2-O-methyl-3-[4-(2-thiazolyl)-1H-1,2,3-triazol-1-yl]-1-thio-alpha-D-galactopyranoside CO[C@H]1[C@@H](SC2=C(C=CC(=C2)Br)C#N)O[C@@H]([C@@H]([C@@H]1N1N=NC(=C1)C=1SC=CN1)O)CO